(3R,4S,5R,6R)-2-hydroxy-6-((propionyloxy)methyl)tetrahydro-2H-pyran-3,4,5-triyl tripropionate C(CC)(=O)O[C@H]1C(O[C@@H]([C@H]([C@@H]1OC(CC)=O)OC(CC)=O)COC(CC)=O)O